bis(5-(t-butyl)-2-(methyl-d3)phenyl)iodonium C(C)(C)(C)C=1C=CC(=C(C1)[I+]C1=C(C=CC(=C1)C(C)(C)C)C([2H])([2H])[2H])C([2H])([2H])[2H]